4-((2,4-dimethoxybenzyl)amino)-1,3-dihydrofuro[3,4-c]Quinoline-8-carboxylic acid COC1=C(CNC2=NC=3C=CC(=CC3C3=C2COC3)C(=O)O)C=CC(=C1)OC